4-(4-hydroxy-phenyl)-2H-naphthyridine OC1=CC=C(C=C1)C1=CCNC2=NC=CC=C12